Tert-Butyl (3-bromo-7-iodo-1-isopropyl-1H-pyrazolo[4,3-c]pyridin-4-yl)(Tert-butoxycarbonyl)carbamate BrC1=NN(C2=C1C(=NC=C2I)N(C(OC(C)(C)C)=O)C(=O)OC(C)(C)C)C(C)C